5-(4-((6-butyramidopyrimidin-4-yl)methyl)piperazin-1-yl)-N-methylpicolinamide C(CCC)(=O)NC1=CC(=NC=N1)CN1CCN(CC1)C=1C=CC(=NC1)C(=O)NC